5,7-DIMETHYL-2-(4-NITROPHENYL)-1H-INDOLE-3-CARBOXALDEHYDE CC=1C=C2C(=C(NC2=C(C1)C)C1=CC=C(C=C1)[N+](=O)[O-])C=O